N-(bis(4-(tributylsilyl)phenyl)phosphaneyl)-1-(2-fluorophenyl)-N,1-diphenyl-phosphanamine C(CCC)[Si](C1=CC=C(C=C1)P(N(P(C1=CC=CC=C1)C1=C(C=CC=C1)F)C1=CC=CC=C1)C1=CC=C(C=C1)[Si](CCCC)(CCCC)CCCC)(CCCC)CCCC